N1=NC=C(C=C1)C=1C=CC=C2[C@@H](CCOC12)CNC(OC(C)(C)C)=O tert-butyl (R)-((8-(pyridazin-4-yl)chroman-4-yl)methyl)carbamate